O=C1C=CC=2C(=CC=NC2N1)C1=CC=C(CNS(=O)(=O)C2CC2)C=C1 N-(4-(7-oxo-7,8-dihydro-1,8-naphthyridin-4-yl)benzyl)cyclopropanesulfonamide